CN1N=C(C=C1)C=1C=C(C=CC1CNC(C=C)=O)C1=CC=CC=C1 N-((3-(1-methyl-1H-pyrazol-3-yl)-[1,1'-biphenyl]-4-yl)methyl)acrylamide